2-Amino-4-trifluoromethylbenzylamine NC1=C(CN)C=CC(=C1)C(F)(F)F